OCCCC1(SCCN1)C(=O)N HYDROXYPROPYLTHIAZOLIDINECARBOXAMIDE